n-pentyl-1,1':4',1''-terphenyl C(CCCC)C1=C(C=CC=C1)C1=CC=C(C=C1)C1=CC=CC=C1